1-(3-[7-[6-amino-3-(trifluoromethyl)pyridin-2-yl]-6-chloroquinazolin-4-yl]azetidin-1-yl)prop-2-en-1-one NC1=CC=C(C(=N1)C1=C(C=C2C(=NC=NC2=C1)C1CN(C1)C(C=C)=O)Cl)C(F)(F)F